O[C@@H]1[C@H](CCN2C(C=CC=C12)=O)[C@H]1N2C(C3=CC=CC=C13)=CN=C2 (8R,9R)-9-hydroxy-8-((R)-5H-imidazo[5,1-a]isoindol-5-yl)-6,7,8,9-tetrahydro-4H-quinolizin-4-one